FC1=C(C=CC(=C1)F)C=1N=C2N(N=CC=C2)C1C(=O)N[C@@H]1C(NC2=C(C(=N1)C1=CC=CC=C1)C=CC=C2F)=O 2-(2,4-Difluoro-phenyl)-N-[(3S)-9-fluoro-2-oxo-5-phenyl-1,3-dihydro-1,4-benzodiazepin-3-yl]imidazo[1,2-b]pyridazine-3-carboxamide